5-(2,3-dichloro-4-nitrophenoxy)-1-methyl-1H-benzo[d]imidazole ClC1=C(OC2=CC3=C(N(C=N3)C)C=C2)C=CC(=C1Cl)[N+](=O)[O-]